2-[2-(3-chloro-2-pyridyl)-5-(difluoromethyl)pyrazol-3-yl]-6-iodo-8-methyl-3,1-benzoxazin-4-one ClC=1C(=NC=CC1)N1N=C(C=C1C1=NC2=C(C(O1)=O)C=C(C=C2C)I)C(F)F